(7-(4-cyanopyridin-2-yl)-5-(2-fluorophenyl)-7H-pyrrolo[2,3-d]pyrimidin-4-yl)-4,7-diazaspiro[2.5]octane-4-carboxylic acid tert-butyl ester C(C)(C)(C)OC(=O)N1C2(CC2C=2C3=C(N=CN2)N(C=C3C3=C(C=CC=C3)F)C3=NC=CC(=C3)C#N)CNCC1